sodium 6-(tert-butoxycarbonyl)-4,5,6,7-tetrahydrothieno[2,3-c]pyridine-3-carboxylate C(C)(C)(C)OC(=O)N1CC2=C(CC1)C(=CS2)C(=O)[O-].[Na+]